tert-butyl N-(4-chloro-6,7-dimethoxy-3-quinolyl)carbamate ClC1=C(C=NC2=CC(=C(C=C12)OC)OC)NC(OC(C)(C)C)=O